3-(ethyldimethylamino)propyl-methacrylamide methyl-3-amino-5-chloro-6-(difluoromethyl)pyrazine-2-carboxylate COC(=O)C1=NC(=C(N=C1N)Cl)C(F)F.C(C)CN(CCCC=C(C(=O)N)C)C